BrC=1C=C(C(=NC1)S(=O)(=O)CC)S(=O)(=O)CC 5-bromo-2,3-bis(ethanesulfonyl)pyridine